2-(4-(2-hydroxyethoxy)-3,5-Dimethylphenyl)-5-methylfuro[3,2-c]pyridin-4(5H)-one OCCOC1=C(C=C(C=C1C)C1=CC=2C(N(C=CC2O1)C)=O)C